tert-Butyl (2-((6-chloro-3-(3,4-dichlorophenyl)-9H-carbazol-1-yl)amino)ethyl)carbamate ClC=1C=C2C=3C=C(C=C(C3NC2=CC1)NCCNC(OC(C)(C)C)=O)C1=CC(=C(C=C1)Cl)Cl